5-[3-[(1R)-1-(2-ethoxy-4-pyridyl)-2,2-difluoro-ethoxy]-1-methyl-pyrazolo[3,4-c]pyridazin-5-yl]-1H-pyrimidine-2,4-dione C(C)OC1=NC=CC(=C1)[C@H](C(F)F)OC1=NN(C2=NN=C(C=C21)C=2C(NC(NC2)=O)=O)C